(2R*)-2-ethyl-1-[8-methoxy-9-(1-methylpyrazol-3-yl)-1-(2-thienyl)-5,6-dihydropyrrolo[2,1-a]isoquinoline-3-carbonyl]pyrrolidine-2-carbonitrile C(C)[C@]1(N(CCC1)C(=O)C1=CC(=C2N1CCC1=CC(=C(C=C21)C2=NN(C=C2)C)OC)C=2SC=CC2)C#N |o1:2|